cyclopropyl(1-((2-(trimethylsilyl)ethoxy)methyl)-1H-benzo[d]imidazol-6-yl)methanamine C1(CC1)C(N)C=1C=CC2=C(N(C=N2)COCC[Si](C)(C)C)C1